6,7,8,9-tetrahydro-3H-pyrimido[5,4-c]azepin-4(5H)-one N1=CNC(C=2CNCCCC21)=O